ClC1=CC=C(C=C1)CN1C(CCSC2=C1C=C(C=C2)C(N=NCCC)=O)=O (3R)-5-[(4-chlorophenyl)methyl]-4-oxo-7-(propyliminocarbamoyl)-2,3-dihydro-1,5-benzothiazepine